NC=1C(=CC(=NC1)Cl)C(C)=O 1-(5-amino-2-chloropyridin-4-yl)ethan-1-one